C(C)(C)(C)OC(=O)N1[C@@H](CC(C1)=O)C(=O)OC(C)(C)C (S)-4-oxopyrrolidine-1,2-dicarboxylic acid di-tert-butyl ester